FC(C(C(F)(F)F)(O)C1=CC=C(C=C1)C1=C(C=C(C=C1)CN1C[C@H](N(CC1)CC1=CC=NC=C1)C(=O)OCCOCC)C)(F)F 2-ethoxyethyl (S)-4-((4'-(1,1,1,3,3,3-hexafluoro-2-hydroxypropan-2-yl)-2-methyl-[1,1'-biphenyl]-4-yl)methyl)-1-(pyridin-4-ylmethyl)piperazine-2-carboxylate